5-((3-benzhydryl-3,6-diazabicyclo[3.1.1]heptan-6-yl)methyl)-2-(2,6-dioxopiperidin-3-yl)isoindoline-1,3-dione C(C1=CC=CC=C1)(C1=CC=CC=C1)N1CC2N(C(C1)C2)CC=2C=C1C(N(C(C1=CC2)=O)C2C(NC(CC2)=O)=O)=O